C(#C)C=1C=C2C(=CN3C2=C(C1)CN(CC3)C(=O)N3CCCCC3)C3=CNC=C3C3=CN=C1N3C=CC=C1 3-(9-ethynyl-2-(piperidine-1-carbonyl)-1,2,3,4-tetrahydro-[1,4]diazepino[6,7,1-hi]indol-7-yl)-4-(imidazo[1,2-a]pyridin-3-yl)-1H-pyrrole